C(CC(=O)OC(C)C)(=O)OC(C)C di(i-propyl) malonate